C(C)(C)(C)NC(CO)CO 2-(t-butylamino)propane-1,3-diol